1-(4-(4-amino-5-chloro-1H-pyrazol-1-yl)piperidin-1-yl)ethanone NC=1C=NN(C1Cl)C1CCN(CC1)C(C)=O